hydrogen chloride Ethyl-5-[1-(2,2,2-trifluoroethyl)-1H-pyrazol-5-yl]-1,3-oxazole-4-carboxylate C(C)OC(=O)C=1N=COC1C1=CC=NN1CC(F)(F)F.Cl